COC(=O)C1(CN(CC1)C(=O)OC(C)(C)C)CCC1=CC=CC=C1 3-phenethylpyrrolidine-1,3-dicarboxylic acid 1-tert-butyl 3-methyl ester